C12=CC=C(N1)C=C1C=CC(=N1)C=C1C=CC(N1)=CC=1C=CC(N1)=C2 cis-porphine